(((4S,5S)-5-(2-aminophenyl)-2,2-dimethyl-1,3-dioxolan-4-yl)methylsulfonyl)amide sodium [Na+].NC1=C(C=CC=C1)[C@H]1[C@H](OC(O1)(C)C)CS(=O)(=O)[NH-]